(cycloheptylmethyl)-2-[(2-methoxyphenyl)methyl]indazole-6-carboxamide C1(CCCCCC1)CC=1N(N=C2C=C(C=CC12)C(=O)N)CC1=C(C=CC=C1)OC